[K].N1N=NC=C1 azaimidazole potassium